3-bromo-1-methyl-5-phenylpyrrole BrC1=CN(C(=C1)C1=CC=CC=C1)C